C(CCCC)NC(=N)N1CCNCC1 N-pentyl-piperazine-1-carboximidamide